O=C1NC(CCC1N1C(C2=CC=C(C=C2C1=O)N1CCN(CC1)CCC1CCN(CC1)C1=NC=C(C=C1F)C=1C=CC=2C3=C(N(C2C1)C)C=C(N=C3)C(F)(F)F)=O)=O 2-(2,6-dioxopiperidin-3-yl)-5-(4-(2-(1-(3-fluoro-5-(5-methyl-3-(trifluoromethyl)-5H-pyrido[4,3-b]indol-7-yl)pyridin-2-yl)piperidin-4-yl)ethyl)piperazin-1-yl)isoindoline-1,3-dione